(3S)-l-1-(2,4-Difluorophenyl)-8-((3S,5R)-4-(2-fluoroacryloyl)-3,5-dimethylpiperazin-1-yl)-3-methoxy-10-(trifluoromethyl)-3,4-dihydro-2H,6H-[1,4]thiazepino[2,3,4-ij]quinazolin-6-one FC1=C(C=CC(=C1)F)S1C[C@H](CN2C(N=C(C3=CC(=CC1=C23)C(F)(F)F)N2C[C@@H](N([C@@H](C2)C)C(C(=C)F)=O)C)=O)OC